2-(4-phenoxyphenoxy)ethylamine O(C1=CC=CC=C1)C1=CC=C(OCCN)C=C1